CN1C=C(C2=CC(=CC=C12)C)NC(=O)C=1C(NC(=CC1)C(F)(F)F)=O N-(1,5-dimethyl-1H-indol-3-yl)-2-oxo-6-(trifluoromethyl)-1,2-dihydropyridine-3-carboxamide